N1C(=CC=C1)C1=C(C=C(C(=C1C)O)C=1NC=CC1)O 2,5-dipyrrolyl-methyl-1,4-benzenediol